C(C)(C)(C)OC(=O)N1CC2=CC=CC(=C2CC1)NC(COC)=O 5-(2-methoxyacetylamino)-3,4-dihydroisoquinoline-2(1H)-carboxylic acid tert-butyl ester